N-((1r,4r)-4-((3-(5-bromo-2-cyanophenyl)-2-oxo-2,3-dihydro-1H-benzo[d]imidazol-1-yl)methyl)cyclohexyl)-5-chloro-2-methylnicotinamide BrC=1C=CC(=C(C1)N1C(N(C2=C1C=CC=C2)CC2CCC(CC2)NC(C2=C(N=CC(=C2)Cl)C)=O)=O)C#N